C(C)(C)(C)OC(NC1CC(NC2=C(C1)C=C(C=C2)OC)=O)=O (7-methoxy-2-oxo-2,3,4,5-tetrahydro-1H-1-benzazepin-4-yl)carbamic acid tert-butyl ester